2-methyl-N-(5-methylthiazol-2-yl)-4-nitrobenzamide CC1=C(C(=O)NC=2SC(=CN2)C)C=CC(=C1)[N+](=O)[O-]